N8-(3,5-bis(trifluoromethyl)phenyl)-N2-isopropyl-9-(piperidin-4-yl)-9H-purine-2,8-diamine FC(C=1C=C(C=C(C1)C(F)(F)F)NC=1N(C2=NC(=NC=C2N1)NC(C)C)C1CCNCC1)(F)F